FC(=C(C(C(C(F)(F)F)(F)F)(F)F)Cl)Cl perfluoro-1,2-dichloropentene